3,4,3',4'-Tetrachloroazobenzol ClC=1C=C(C=CC1Cl)N=NC1=CC(=C(C=C1)Cl)Cl